C(C)OC(=O)C=1SC=NN1 (E)-1,3,4-thiadiazole-2-carboxylic acid ethyl ester